N-(3-(3-Ethylpyrrolidin-1-carbonyl)-4,5,6,7-tetrahydrobenzo[b]thiophen-2-yl)nicotinamid C(C)C1CN(CC1)C(=O)C=1C2=C(SC1NC(C1=CN=CC=C1)=O)CCCC2